NC1=NN2C(C=C(C=C2)C=2C(=NC(=C(C(=O)NCC3=C(C(=CC(=C3)F)F)O[C@@H]3COCC3)C2)OC)C)=N1 (S)-5-(2-amino-[1,2,4]triazolo[1,5-a]pyridin-7-yl)-N-(3,5-difluoro-2-((tetrahydrofuran-3-yl)oxy)benzyl)-2-methoxy-6-methylnicotinamide